(S)-6-(2,2-dimethyl-1,3-dioxolan-4-yl)pyridin-3-amine CC1(OC[C@@H](O1)C1=CC=C(C=N1)N)C